lauryldihydroxyethylaminoacetate C(CCCCCCCCCCC)C(C(=O)[O-])NCC(O)O